3-[cyclopropyl(difluoro)methyl]-N-[1-[2-[5-(2,2,2-trifluoroethoxy)pyrimidin-2-yl]-1,2,4-triazol-3-yl]ethyl]-5-(trifluoromethyl)benzamide C1(CC1)C(C=1C=C(C(=O)NC(C)C=2N(N=CN2)C2=NC=C(C=N2)OCC(F)(F)F)C=C(C1)C(F)(F)F)(F)F